BrC1=CN=C(N=N1)N[C@@H]1C[C@H](CC1)NC1=CC=C(C=N1)N1C(C=CC=C1)=O 6'-(((1S,3S)-3-((6-Bromo-1,2,4-triazin-3-yl)amino)cyclopentyl)amino)-2H-[1,3'-bipyridin]-2-one